2-(6-fluoro-5-methoxy-1H-indazol-3-yl)-N,N-dimethylethan-1-amine FC1=C(C=C2C(=NNC2=C1)CCN(C)C)OC